1-bromo-3-phenyl-propane BrCCCC1=CC=CC=C1